NC=1C=CC=2NC3=CC=CC=C3C2C1 3-aminocarbazole